2-(6-{1-[(1-acetylpiperidin-4-yl)methyl]azetidin-3-yl}-3-methylimidazo[1,5-a]pyridin-8-yl)-N-ethyl-5-fluoro-N-(isopropyl)benzamide C(C)(=O)N1CCC(CC1)CN1CC(C1)C=1C=C(C=2N(C1)C(=NC2)C)C2=C(C(=O)N(C(C)C)CC)C=C(C=C2)F